CC1=C(C(=O)NC2CS(C2)=O)C=CC=C1 2-methyl-N-(trans-1-oxido-3-thietanyl)benzamid